OC=1C(=C(C(=CC1)C)N1C=NC2=C(C1=O)C=C(N2)C=2C=NC(=NC2)C(F)(F)F)C 3-(3-hydroxy-2,6-dimethylphenyl)-6-(2-(trifluoromethyl)pyrimidin-5-yl)-3,7-dihydro-4H-pyrrolo[2,3-d]pyrimidin-4-one